4-pivaloylbenzenesulfonamide C(C(C)(C)C)(=O)C1=CC=C(C=C1)S(=O)(=O)N